O=C1NC(CCC1N1C(C2=CC=C(C=C2C=N1)NCCCCCCC(=O)O)=O)=O 7-((2-(2,6-dioxopiperidin-3-yl)-1-oxo-1,2-dihydrophthalazin-6-yl)amino)heptanoic acid